methyl-5-fluoro-2-nitrobenzoate COC(C1=C(C=CC(=C1)F)[N+](=O)[O-])=O